COC1=CC=C(C=C1)C(COC(CCCC(=O)O)=O)=O 5-(2-(4-methoxyphenyl)-2-oxoethoxy)-5-oxopentanoic acid